4-[4-[1-(5-chloro-2-pyridyl)ethyl]-4-hydroxy-1-piperidyl]-1-methyl-8-(oxetan-3-yloxy)-2-oxo-quinoline-3-carbonitrile ClC=1C=CC(=NC1)C(C)C1(CCN(CC1)C1=C(C(N(C2=C(C=CC=C12)OC1COC1)C)=O)C#N)O